O=C1OCC(CN1)C(=O)O 2-oxo-1,3-oxazinane-5-carboxylic acid